terphenyl-3,3'',5,5''-tetracarboxylic acid C1=CC=C(C(=C1)C2=CC(=CC(=C2)C(=O)O)C(=O)O)C3=CC(=CC(=C3)C(=O)O)C(=O)O